1-benzyl-3-hydroxy-4-[(pyridin-4-ylmethylamino)methyl]pyridin-2(1H)-one C(C1=CC=CC=C1)N1C(C(=C(C=C1)CNCC1=CC=NC=C1)O)=O